COC(C(CC(=O)OC)=CC1=CC(=CC=C1)OC)=O 3-methoxybenzylidenesuccinic acid dimethyl ester